1-(2,3-dimethoxypropyl)-4-methylpiperidine COC(CN1CCC(CC1)C)COC